C(C=C)(=O)N1C[C@H]2COC=3C4=C(N=CN=C4C=C(C3Cl)C3=CC=CC=4N(C(OC43)=O)C)N2CC1 7-[(8aS)-10-Acryloyl-6-chloro-8,8a,9,10,11,12-hexahydropyrazino[2',1':3,4][1,4]oxazepino[5,6,7-de]quinazolin-5-yl]-3-methyl-1,3-benzoxazol-2(3H)-one